FC1=CC=C(C=C1)C(C(/C=C/[C@H]1[C@@H](C[C@H]2[C@@H]1CCC1=C(O2)C=C(C=C1)C(=O)O)O)O)C (1R,2R,3aS,10aR)-1-[(1E,3ξ,4ξ)-4-(4-fluorophenyl)-3-hydroxy-1-penten-1-yl]-2-hydroxy-2,3,3a,9,10,10a-hexahydro-1H-benzo[b]cyclopenta[f]oxepin-6-carboxylic acid